ClC=1C=C2C(=NC1O)C(=C(N2)C2=NN=C(N2)C(F)(F)F)N2C=NC=C2 6-chloro-3-(1H-imidazol-1-yl)-2-(5-(trifluoromethyl)-4H-1,2,4-triazol-3-yl)-1H-pyrrolo[3,2-b]pyridin-5-ol